2-(7-(4-azaspiro[2.5]octan-7-yl)imidazo[1,2-a]pyrimidin-2-yl)-5-(2H-1,2,3-triazol-2-yl)phenol C1CC12NCCC(C2)C2=NC=1N(C=C2)C=C(N1)C1=C(C=C(C=C1)N1N=CC=N1)O